5-(1-(Azetidin-1-yl)ethyl)-N-((1,2,3,5,6,7-hexahydro-s-indacen-4-yl)carbamoyl)-1-methyl-1H-pyrazole-3-sulfonamide, Sodium Salt [Na].N1(CCC1)C(C)C1=CC(=NN1C)S(=O)(=O)NC(NC1=C2CCCC2=CC=2CCCC12)=O